N-(4-(cyclopropylamino)-5-(pyridin-2-ylethynyl)pyridin-2-yl)-7-formyl-3,4-dihydro-1,8-naphthyridine-1(2H)-carboxamide C1(CC1)NC1=CC(=NC=C1C#CC1=NC=CC=C1)NC(=O)N1CCCC2=CC=C(N=C12)C=O